COC1=C2C(CCNC2=CC(=C1OC)OC)=O 5,6,7-trimethoxy-2,3-dihydroquinolin-4(1H)-one